C(CS(=O)(=O)O)S(=O)(=O)O.ClC1=CC=C(C=C1)NC([C@H](C)C1CCC(CC1)C1=CC=NC2=CC=C(C=C12)F)=O (R)-N-(4-chlorophenyl)-2-((1S,4S)-4-(6-fluoroquinolin-4-yl)cyclohexyl)propionamide ethanedisulfonate